(5Z)-2-[(2,3-dimethylphenyl)amino]-5-(1H-indol-3-ylmethylene)-1,3-thiazol-4(5H)-one CC1=C(C=CC=C1C)NC=1S\C(\C(N1)=O)=C/C1=CNC2=CC=CC=C12